(4-{9-[(3S)-3-Aminopyrrolidin-1-yl]-5,6,7,8-tetrahydroacridin-2-yl}pyridin-2-yl)acetamide hydrochloride Cl.N[C@@H]1CN(CC1)C=1C=2CCCCC2N=C2C=CC(=CC12)C1=CC(=NC=C1)CC(=O)N